1,1,1,2,5,5,6,7,7,7-decafluoro-2,6-bis(trifluoromethyl)hept-3-ene FC(C(C=CC(C(C(F)(F)F)(C(F)(F)F)F)(F)F)(C(F)(F)F)F)(F)F